3-[(3-chloro-2-methoxyphenyl)amino]-2-(3-{[(2S)-2-methylazetidin-2-yl]methoxy}pyridin-4-yl)-1H,5H,6H,7H-pyrrolo[3,2-c]pyridin-4-one ClC=1C(=C(C=CC1)NC1=C(NC2=C1C(NCC2)=O)C2=C(C=NC=C2)OC[C@]2(NCC2)C)OC